3-methylsulfonamido-4-phenylthioanisole CS(=O)(=O)NC=1C=C(C=CC1C1=CC=CC=C1)SC